3-(methylamino)-4-methoxycyclobut-3-ene-1,2-dione CNC=1C(C(C1OC)=O)=O